C(CCCCCCCCC)OCCCCCCCCCC Didecylether